2,6-dimethyl-4-hydroxybenzenenitrile oxide CC1=C(C(=CC(=C1)O)C)C#[N+][O-]